1-isocyanato-4-[(4-isocyanatocyclohexyl)methyl]-cyclohexane N(=C=O)C1CCC(CC1)CC1CCC(CC1)N=C=O